C(#N)C=1C=C(C=CC1)[C@]1(OCC1)CNC(CC1(C2CCC(C1)C2)O)=O N-[[(2S)-2-(3-cyanophenyl)oxetan-2-yl]methyl]-2-(2-hydroxynorbornan-2-yl)acetamide